Ethyl thieno[3,2-c]quinoline-4-carboxylate S1C=CC=2C(=NC=3C=CC=CC3C21)C(=O)OCC